C(=O)(O)C(C)N1CC2=CC=C(C=C2C1)C=1C(=C(C=CC1)C1=C(C(=CC=C1)C=1OC2=C(N1)C=C(C(=C2)OC(F)F)CN2[C@@H](CCC2)C(=O)O)C)C ((2-(3'-(2-(1-carboxyethyl)isoindolin-5-yl)-2,2'-dimethyl-[1,1'-biphenyl]-3-yl)-6-(difluoromethoxy)benzo[d]oxazol-5-yl)methyl)-L-proline